tert-butyl [(1R,2R)-2-aminocyclohexyl]carbamate N[C@H]1[C@@H](CCCC1)NC(OC(C)(C)C)=O